(R)-((1-(6-chloropyridine-2-carbonyl)-5,5-difluoropiperidin-2-yl)methyl)carbamic acid tert-butyl ester C(C)(C)(C)OC(NC[C@@H]1N(CC(CC1)(F)F)C(=O)C1=NC(=CC=C1)Cl)=O